(R)-1-(1-(4-(cyanomethyl)piperidin-1-yl)-1,6-dihydroimidazo[4,5-d]pyrrolo[2,3-b]pyridin-2-yl)ethyl 5-Nitrovalerate [N+](=O)([O-])CCCCC(=O)O[C@H](C)C1=NC=2C(=C3C(=NC2)NC=C3)N1N1CCC(CC1)CC#N